ClC1=C(C=C(C=C1NC1=NC=2N(C(=N1)NC1CC1)N=CC2C#N)C#N)N2[C@H](CN(CC2)C2CCN(CC2)C(=O)OC(C)(C)C)C tert-Butyl (S)-4-(4-(2-chloro-5-cyano-3-((8-cyano-4-(cyclopropylamino) pyrazolo[1,5-a][1,3,5]triazin-2-yl)amino)phenyl)-3-methylpiperazin-1-yl)piperidine-1-carboxylate